5-(((trans-3-(3-cyclopropyl-4-(5-methoxypyridin-2-yl)-1H-pyrazol-1-yl)cyclobutyl)methyl)amino)-2-(2,6-dioxopiperidin-3-yl)isoindoline-1,3-dione C1(CC1)C1=NN(C=C1C1=NC=C(C=C1)OC)[C@@H]1C[C@H](C1)CNC=1C=C2C(N(C(C2=CC1)=O)C1C(NC(CC1)=O)=O)=O